2-amino-6-[(1R,2S)-1,2-dihydroxypropyl]-5,6,7,8-tetrahydro-4(1H)-pteridinone NC=1NC=2NCC(NC2C(N1)=O)[C@H]([C@H](C)O)O